BrC=1C=C(OCC(=O)N)C=CC1 2-(3-bromophenoxy)acetamide